COCCCC1=CN2C(S1)=C(C=N2)C(=O)O 2-(3-methoxypropyl)pyrazolo[5,1-b]thiazole-7-carboxylic acid